O[C@H]1[C@@H](N(C1)C=1N=C(C2=C(N1)CCC2)C=2C=C(C=CC2)[C@H]2[C@@H](C2)C(=O)O)C (1R,2R)-2-(3-(2-((2S,3R)-3-hydroxy-2-methylazetidin-1-yl)-6,7-dihydro-5H-cyclopenta[d]pyrimidin-4-yl)phenyl)cyclopropane-1-carboxylic acid